N-(4-((3-hydroxy-2,2-dimethylpropyl)amino)quinolin-3-yl)pentanamide OCC(CNC1=C(C=NC2=CC=CC=C12)NC(CCCC)=O)(C)C